N-[7-methoxy-4-(1-methyl-1H-pyrazol-4-yl)-1H-1,3-benzodiazol-2-yl]-4-(methoxymethyl)benzamide COC1=CC=C(C2=C1NC(=N2)NC(C2=CC=C(C=C2)COC)=O)C=2C=NN(C2)C